(1R,3R)-3-[8-(methoxycarbonyl)-3-[(2R)-1-(2-methylphenyl)propan-2-yl]-3H,6H,7H,8H,9H-imidazo[4,5-h]isoquinolin-2-yl]cyclohexane-1-carboxylic acid COC(=O)N1CC=2C3=C(C=CC2CC1)N(C(=N3)[C@H]3C[C@@H](CCC3)C(=O)O)[C@@H](CC3=C(C=CC=C3)C)C